(1S,3S)-3-((6-(5-Chloro-3-((((4-fluorobutyl)(methyl)carbamoyl)oxy)methyl)thiophen-2-yl)-2-Methylpyridin-3-yl)oxy)cyclohexane-1-carboxylic acid ClC1=CC(=C(S1)C1=CC=C(C(=N1)C)O[C@@H]1C[C@H](CCC1)C(=O)O)COC(N(C)CCCCF)=O